NC1=C(C=CC(=C1)OC(F)(F)F)C(=O)N1CCC(CC1)C=1C(=CN=C2NC(=NC12)C1C(CN(CC1)C)F)F (2-amino-4-trifluoromethoxyphenyl){4-[6-fluoro-2-(3-fluoro-1-methyl-4-piperidyl)-3H-1,3,4-triazainden-7-yl]-1-piperidyl}methanone